2-((6-((5-chloro-2-(4-(2-(piperidin-4-yl)propan-2-yl)piperazin-1-yl)pyrimidin-4-yl)amino)-1-methyl-2-oxo-1,2-dihydroquinolin-3-yl)oxy)-N-methylacetamide ClC=1C(=NC(=NC1)N1CCN(CC1)C(C)(C)C1CCNCC1)NC=1C=C2C=C(C(N(C2=CC1)C)=O)OCC(=O)NC